O[C@H](COC[C@H](N)C(=O)O)C O-((S)-2-hydroxypropyl)-L-serine